NC1=C(C=2C(=NC=C(C2S1)F)C=1C2=C(C=3C=NC(=NC3C1F)N1C[C@@H](CC1)N1C[C@H](CC1)OC)COC2)C#N 2-Amino-7-fluoro-4-(5-fluoro-3-((3S,3'R)-3-methoxy-[1,3'-bipyrrolidin]-1'-yl)-7,9-dihydrofuro[3,4-f]quinazolin-6-yl)thieno[3,2-c]pyridine-3-carbonitrile